ClC1=C(C=NC=C1)C(=O)NC=1SC(=NN1)OCC1=CC=C(C=C1)Cl 4-chloro-N-[5-[(4-chlorophenyl)methoxy]-1,3,4-thiadiazol-2-yl]pyridine-3-carboxamide